6-(2,3-Difluoro-4-methylphenyl)-N-[(1S)-1-(4-fluorophenyl)-2-hydroxy-2-methylpropyl]-3-methyl-4-oxo-4,5-dihydropyrazolo[1,5-a]pyrazine-2-carboxamide FC1=C(C=CC(=C1F)C)C=1NC(C=2N(C1)N=C(C2C)C(=O)N[C@H](C(C)(C)O)C2=CC=C(C=C2)F)=O